C(C=C)(=O)N1[C@@H](CN(CC1)C1=C(C(N(C2=NC(=C(C=C12)Cl)C1=C(C(=CC(=C1O)Cl)Cl)F)C=1C(=NC=CC1C)C(C)C)=O)C#N)C 4-((R)-4-acryloyl-3-methylpiperazin-1-yl)-6-chloro-7-(3,5-dichloro-2-fluoro-6-hydroxyphenyl)-1-(2-isopropyl-4-methylpyridin-3-yl)-2-oxo-1,2-dihydro-1,8-naphthyridine-3-carbonitrile